(S)-1-(4-bromophenyl)-2,2,2-trifluoro-1-phenylethane-1-amine BrC1=CC=C(C=C1)[C@@](C(F)(F)F)(N)C1=CC=CC=C1